N1,N2-bis(5-methyl[1,1'-biphenyl]-2-yl)oxalamide CC=1C=CC(=C(C1)C1=CC=CC=C1)NC(C(=O)NC1=C(C=C(C=C1)C)C1=CC=CC=C1)=O